9-fluoro-2,5-dimethyl-3,4-dihydro-2H-pyrano[2,3-b]quinoline FC=1C=CC=C2C(=C3C(=NC12)OC(CC3)C)C